The molecule is a glycoside formed by successive (1->3) linkage of galactose, glucose, rhamnose and ribitol moieties. It has a role as a hapten. It is a glycoside and a tetrasaccharide. It derives from a ribitol. C[C@H]1[C@@H]([C@H]([C@H]([C@@H](O1)OC([C@@H](CO)O)[C@H](CO)O)O)O[C@@H]2[C@@H]([C@H]([C@@H]([C@H](O2)CO)O)O[C@@H]3[C@@H]([C@H]([C@H]([C@H](O3)CO)O)O)O)O)O